Cl.O1CCOCC1 Dioxan hydrochlorid